(S)-2-(5,7-dichloro-2-(4-fluorobenzyl)-1,2,3,4-tetrahydroisoquinoline-6-carboxamido)-3-(3-((R)-2,3-dihydro-1H-inden-1-yl)ureido)propanoic acid ClC1=C2CCN(CC2=CC(=C1C(=O)N[C@H](C(=O)O)CNC(=O)N[C@@H]1CCC2=CC=CC=C12)Cl)CC1=CC=C(C=C1)F